C(C1=CC=CC=C1)OC(=O)N[C@H](C1=NC2=C(N1)C=CC(=C2F)C2(CCOCC2)C(=O)OC(C)(C)C)C2CCC(CC2)(F)F tert-Butyl 4-{2-[(S)-benzyloxycarbonylamino(4,4-difluorocyclohexyl)methyl]-4-fluoro-1H-benzimidazol-5-yl}tetrahydropyran-4-carboxylate